7-bromo-3-(3,3-difluorobutyl)-8-methoxy-2-methyl-5-phenyl-2,3,4,5-tetrahydrobenzo[f][1,2,5]thiadiazepine 1,1-dioxide BrC=1C(=CC2=C(N(CC(N(S2(=O)=O)C)CCC(C)(F)F)C2=CC=CC=C2)C1)OC